4-(1-piperidyl)piperidine-1-carbonyl chloride N1(CCCCC1)C1CCN(CC1)C(=O)Cl